O=C1NC(CCC1N1C(C2=CC=C(C=C2C1)C(=O)NC(=N)C1=NC(=CC=C1)OC)=O)=O 2-(2,6-dioxopiperidin-3-yl)-N-(6-methoxypyridine-2-carboximidoyl)-1-oxo-3H-isoindole-5-carboxamide